S-triazolo-[4,3-a]-pyridine-3-thione N=1NC(N2C1C=CC=C2)=S